BrC1=CC=C2C(=NN(C(C2=C1)=O)CC(=O)NC1=NC=NC=C1F)OC(F)(F)F 2-[7-bromo-1-oxo-4-(trifluoromethoxy)phthalazin-2-yl]-N-(5-fluoropyrimidin-4-yl)acetamide